phosphoric acid, monosodium salt [Na+].P([O-])(O)(O)=O